3,6-bis(mercaptomethylthio)-1,9-dimercapto-2,5,8-trithianonane SCSC(SCS)CSC(CSCS)SCS